3-bromo-2-methyl-1H-indole BrC1=C(NC2=CC=CC=C12)C